S1C(=NC2=C1C=CC=C2)NC(=O)C=2C=CC=C1CCN(CC21)C2=CC=C(C(=N2)C(=O)O)C=2C=NN(C2)CC2CCCCC2 6-[8-(1,3-benzothiazol-2-ylcarbamoyl)-3,4-dihydroisoquinolin-2(1H)-yl]-3-[1-(cyclohexylmethyl)-1H-pyrazol-4-yl]pyridine-2-carboxylic acid